(R)-N-(5-((6-(3-(3-([1,2,4]triazolo[1,5-a]pyridin-5-yl)-5-fluorophenyl)isoxazolidin-2-yl)pyrimidin-4-yl)amino)-2-((2-(dimethylamino)ethyl)(methyl)amino)-4-methoxyphenyl)acrylamide N=1C=NN2C1C=CC=C2C=2C=C(C=C(C2)F)[C@@H]2N(OCC2)C2=CC(=NC=N2)NC=2C(=CC(=C(C2)NC(C=C)=O)N(C)CCN(C)C)OC